bis(4-nitrophenyl)carbonate [N+](=O)([O-])C1=CC=C(C=C1)OC(OC1=CC=C(C=C1)[N+](=O)[O-])=O